COC(C(OC)OC1=NN(C(=C1I)C=1C=NC(=CC1)F)C1=NC=CC=C1F)=O Methyl-{[1-(3-fluoropyridin-2-yl)-5-(6-fluoropyridin-3-yl)-4-iodo-1H-pyrazol-3-yl]oxy}(methoxy)acetat